valeryl-carnitine C(CCCC)(=O)C(O)(C[N+](C)(C)C)CC([O-])=O